NC=1N=C(C(=NC1C=1C=C2CCNC(C2=C(C1)F)=O)C1=CC=C(C=C1)C1CCN(CC1)C(=O)OC(C)(C)C)F tert-butyl 4-(4-(5-amino-3-fluoro-6-(8-fluoro-1-oxo-1,2,3,4-tetrahydroisoquinolin-6-yl)pyrazin-2-yl)phenyl)piperidine-1-carboxylate